C(C)(C)(C)OC(=O)N[C@@H](C)C(=O)OC(CCCCCCC)CCCCCCC pentadecan-8-yl (tert-butoxycarbonyl)-L-alaninate